4-(4-(3'-chloro-2-hydroxy-4'-(3-methyl-2-oxopyrrolidin-1-yl)-[1,1'-biphenyl]-3-yl)pyridin-2-yl)piperazine-1-carboxylic acid tert-butyl ester C(C)(C)(C)OC(=O)N1CCN(CC1)C1=NC=CC(=C1)C=1C(=C(C=CC1)C1=CC(=C(C=C1)N1C(C(CC1)C)=O)Cl)O